tert-Butyl 2-(3-acetyl-5-(2-(hydroxymethyl)pyrimidin-5-yl)-7-methyl-1H-indazol-1-yl)acetate C(C)(=O)C1=NN(C2=C(C=C(C=C12)C=1C=NC(=NC1)CO)C)CC(=O)OC(C)(C)C